ICCOC1=C2CN(C(C2=CC=C1)=C=O)C1C(NC(CC1)=O)=O 3-(4-(2-iodoethoxy)-1-carbonylisoindolin-2-yl)piperidine-2,6-dione